Hydroxyethyl-acetate OCCOC(C)=O